C(C)OC1=CC=C(C(=O)NC2=CN(C(C=C2)=O)C2=CC=CC=C2)C=C1 4-ethoxy-N-(6-oxo-1-phenyl-1,6-dihydropyridin-3-yl)benzamide